tert-Butyl 4-(9-acetyl-4,7-dimethyl-5-oxo-4,5-dihydroimidazo[1,5-a]quinazolin-3-yl)-3,6-dihydropyridine-1(2H)-carboxylate C(C)(=O)C=1C=C(C=C2C(N(C=3N(C12)C=NC3C=3CCN(CC3)C(=O)OC(C)(C)C)C)=O)C